4-chloropentyl propionate C(CC)(=O)OCCCC(C)Cl